CC1([C@H](C1)C(=O)N1CC2(C1)CN(CC2C(=O)OCC)C(=O)C=2C=NN(C2)CC2=C(C=C(C=C2)F)C(F)(F)F)C ethyl 2-((S)-2,2-dimethylcyclopropane-1-carbonyl)-6-(1-(4-fluoro-2-(trifluoromethyl)benzyl)-1H-pyrazole-4-carbonyl)-2,6-diazaspiro[3.4]octane-8-carboxylate